[Zr+4].C(C)[N-]CC.C(C)[N-]CC.C(C)[N-]CC.C(C)[N-]CC (diethylamide) zirconium (IV)